NC1CCC(CC1)C1(NC(=NC=C1C=1C=NN(C1)C)NC1=CC(=CC(=C1)C(F)(F)F)C(F)(F)F)N 4-((1r,4r)-4-aminocyclohexyl)-N2-(3,5-bis(trifluoromethyl)phenyl)-5-(1-methyl-1H-pyrazol-4-yl)pyrimidine-2,4-diamine